2-(furan-2-yl)-N5-(4-(2-(piperidin-1-yl)ethoxy)phenethyl)-[1,2,4]triazolo[1,5-a][1,3,5]triazine-5,7-diamine O1C(=CC=C1)C1=NN2C(N=C(N=C2N)NCCC2=CC=C(C=C2)OCCN2CCCCC2)=N1